tert-butyl (3-fluorophenyl)((5-(5-(trifluoromethyl)-1,2,4-oxadiazol-3-yl)pyridin-2-yl)methyl)carbamate FC=1C=C(C=CC1)N(C(OC(C)(C)C)=O)CC1=NC=C(C=C1)C1=NOC(=N1)C(F)(F)F